COC(C1CCN(CC1)C1=C(C=C(C=C1)[C@@H]1[C@@H](COC2=CC(=CC=C12)O)C1CCOCC1)F)OC cis-4-(4-(4-(Dimethoxymethyl)piperidin-1-yl)-3-fluorophenyl)-3-(tetrahydro-2H-pyran-4-yl)chroman-7-ol